C(C)OC(CC(C)(OOC(C)(C)CC)OOC(C)(C)CC)=O ethyl-3,3-di(t-amylperoxy)butyrate